C(#N)C1=CNC2=C(C=CC(=C12)C)NS(=O)(=O)C=1C=NN(C1)CC(=O)O 2-[4-[(3-cyano-4-methyl-1H-indol-7-yl)sulfamoyl]pyrazol-1-yl]acetic acid